NC=1C2=C(N=CN1)N(C(=C2C2=CC=C(C=C2)N=S(=O)(CC)CC)C2=C(C=C(C=C2)C=C(C(=O)N)C)F)C (4-(4-amino-5-(4-((diethyl-(oxo)-lambda6-sulfanylidene)amino)phenyl)-7-methyl-7H-pyrrolo[2,3-d]pyrimidin-6-yl)-3-fluorophenyl)methacrylamide